BrC=1C=C(C=C2C(N(C(S2)=NN=C2C(NC3=CC=C(C=C23)Cl)=O)C2=CC=C(C=C2)CCCC)=O)C=CC1 3-(2-(5-(3-bromobenzylidene)-3-(4-n-butylphenyl)-4-oxothiazolidine-2-ylidene)hydrazono)-5-chloro-1H-indol-2-one